C=C1[C@@H]2[C@H](N[C@H](C1)CC2)C(=O)N2CCC1(CN(C1)C1=C3C(=NC=C1C#N)SC(=C3)CC(F)(F)F)CC2 4-{7-[(1S,3S,4R)-5-methylidene-2-azabicyclo[2.2.2]octane-3-carbonyl]-2,7-diazaspiro[3.5]nonan-2-yl}2-(2,2,2-trifluoroethyl)thieno[2,3-b]pyridine-5-carbonitrile